NCCC=1C=NC(=NC1)C1=C(C=C(C#N)C=C1)OC=1N(N=C(C1)N1CCOCC1)C 4-[5-(2-aminoethyl)pyrimidin-2-yl]-3-(2-methyl-5-morpholin-4-ylpyrazol-3-yl)oxybenzonitrile